4-(4-methylpiperazin-1-yl)-6-(3-chlorostyryl)-1,3,5-triazin CN1CCN(CC1)C1=NC=NC(=N1)C=CC1=CC(=CC=C1)Cl